5-methoxy-dimethyl-tryptamine COC1=CC=C2NC=C(CCN(C)C)C2=C1